FCOC1=C(C=C2C(NC=NC2=C1)=O)OC1CCN(CC1)C(=O)OC(C)(C)C tert-Butyl 4-{[7-(fluoromethoxy)-4-oxo-3,4-dihydroquinazolin-6-yl]oxy}piperidine-1-carboxylate